(Z)-3-(3-(3,5-bis(trifluoromethyl)phenyl)-1H-1,2,4-triazol-1-yl)-1-(4,4-difluoropiperidin-1-yl)prop-2-en-1-one FC(C=1C=C(C=C(C1)C(F)(F)F)C1=NN(C=N1)\C=C/C(=O)N1CCC(CC1)(F)F)(F)F